NC1=C(C=C(C(=C1)CCCC)N)CCO 2-(2,5-diamino-4-butylphenyl)ethan-1-ol